NC1=NC=CC=C1C1=NC=2C(=NC(=CC2)C2=CC=CC=C2)N1C1=CC=C(C=C1)C(C)N1CC(CCC1)C(=O)OC methyl 1-[1-[4-[2-(2-amino-3-pyridyl)-5-phenyl-imidazo[4,5-b]pyridin-3-yl]phenyl]ethyl]piperidine-3-carboxylate